butandion CC(C(C)=O)=O